C(C1=CC=CC=C1)C=1C(NC=2C=C(C3=C(C2N1)C=CC=C3)OCCCCC(=O)NO)=O 5-((2-benzyl-3-oxo-3,4-dihydrobenzo[f]quinoxalin-6-yl)oxy)-N-hydroxypentanamide